NC=1C(=NC(=C(N1)F)C1=CC=C(C=C1)[C@]12CN(C[C@@H]2C1)C)C1=CC=C2C(NC(=NC2=C1)C)=O 7-(3-amino-5-fluoro-6-(4-((1S,5R)-3-methyl-3-azabicyclo[3.1.0]hexan-1-yl)phenyl)pyrazin-2-yl)-2-methylquinazolin-4(3H)-one